dimethyl rel-(1R,3S,5s)-5-((4-((tert-butyldimethylsilyl)oxy)butyl)amino)cyclohexane-1,3-dicarboxylate [Si](C)(C)(C(C)(C)C)OCCCCNC1C[C@H](C[C@H](C1)C(=O)OC)C(=O)OC |o1:15,17|